(R)-2-((1-(3-cyano-2-((3-(hydroxymethyl)bicyclo[1.1.1]pentan-1-yl)amino)-7-methyl-4-oxo-4H-pyrido[1,2-a]pyrimidin-9-yl)ethyl)amino)benzoic acid C(#N)C1=C(N=C2N(C1=O)C=C(C=C2[C@@H](C)NC2=C(C(=O)O)C=CC=C2)C)NC21CC(C2)(C1)CO